C(=C)C1=CC2=C(NC(N2)=O)C=C1 5-vinyl-1,3-dihydro-2H-benzo[d]imidazol-2-one